N1=C(C=CC=C1)C(C)(CC)O 2-pyridin-2-yl-butan-2-ol